2-cyclopentyloxyethylamine C1(CCCC1)OCCN